CC(C(=C)C(C)C)C 3-Methyl-2-isopropyl-1-buten